NC(CNC1=NC(=C2C(=N1)N(N=C2)C)NCC(F)(F)F)C2=CC=CC=C2 6-N-(2-amino-2-phenylethyl)-1-methyl-4-N-(2,2,2-trifluoroethyl)pyrazolo[3,4-d]pyrimidine-4,6-diamine